7-[[5-(5-tert-butyl-1,3,4-oxadiazol-2-yl)-4-[[(1S)-2-hydroxy-1-phenyl-ethyl]amino]pyrimidin-2-yl]amino]-2-methyl-1,4-dihydroisoquinolin-3-one C(C)(C)(C)C1=NN=C(O1)C=1C(=NC(=NC1)NC1=CC=C2CC(N(CC2=C1)C)=O)N[C@H](CO)C1=CC=CC=C1